meta-aminophenol NC=1C=C(C=CC1)O